C1(CC1)C(=O)NC1=NC=C(C(=O)NC([2H])([2H])[2H])C(=C1)NC1=CC=C2C=NN(C2=C1OC)C1CCOCC1 6-(Cyclopropanecarboxamido)-4-((7-methoxy-1-(tetrahydro-2H-pyran-4-yl)-1H-indazol-6-yl)amino)-N-(methyl-d3)nicotinamide